(3R)-3-amino-5-[(4-chlorophenyl)methyl]-7-[5-(3-fluoro-1-methyl-3-piperidyl)-1,3,4-oxadiazol-2-yl]-1,1-dioxo-2,3-dihydro-1lambda6,5-benzothiazepin-4-one N[C@H]1CS(C2=C(N(C1=O)CC1=CC=C(C=C1)Cl)C=C(C=C2)C=2OC(=NN2)C2(CN(CCC2)C)F)(=O)=O